[1-14C]pyruvic acid [14C](C(=O)C)(=O)O